The molecule is an N-sulfonylurea that is urea in which one of the nitrogens has been substituted by a 4-ethoxy-6-(methylamino)-1,3,5-triazin-2-yl group, while the other has been substituted by a (2-carboxyphenyl)sulfonyl group. It has a role as a herbicide. It is a N-sulfonylurea, a member of benzoic acids, an aromatic ether and a diamino-1,3,5-triazine. CCOC1=NC(=NC(=N1)NC(=O)NS(=O)(=O)C2=CC=CC=C2C(=O)O)NC